(6-bromobiphenyl-3-yl)-phenyl-(9,9-diphenylfluoren-2-yl)amine BrC1=CC=C(C=C1C1=CC=CC=C1)N(C1=CC=2C(C3=CC=CC=C3C2C=C1)(C1=CC=CC=C1)C1=CC=CC=C1)C1=CC=CC=C1